4,5-difluoro-2-(1-hydroxypropyl)phenol FC1=CC(=C(C=C1F)O)C(CC)O